BrC=1C=C2N(N=CC(=C2N[C@@H]2CC[C@H](CC2)NC(OC(C)(C)C)=O)/C(/N)=N/C2=C(C=C(C=C2)O)Cl)C1 tert-butyl trans-N-(4-((6-bromo-3-((Z)-N'-(2-chloro-4-hydroxy-phenyl)carbamimidoyl)pyrrolo[1,2-b]pyridazin-4-yl)amino)cyclohexyl)carbamate